6-(bis-biphenyl-4-yl-amino)-2-{4-(bis-biphenyl-4-yl-amino)-phenyl}-benzoxazole C1(=CC=C(C=C1)N(C1=CC2=C(N=C(O2)C2=CC=C(C=C2)N(C2=CC=C(C=C2)C2=CC=CC=C2)C2=CC=C(C=C2)C2=CC=CC=C2)C=C1)C1=CC=C(C=C1)C1=CC=CC=C1)C1=CC=CC=C1